COC1=C(C=CC(=C1)N)NC(=O)C=1NC=CC1 N-(2-methoxy-4-aminophenyl)-1H-pyrrole-2-carboxamide